BrC1=C(C(=CC=C1)OC(F)F)C 1-bromo-3-(difluoromethoxy)-2-methyl-benzene